N-(4-hydroxyphenyl)methyl-acrylamide tert-butyl-(S)-5-(4-(2-(2,6-dioxopiperidin-3-yl)-1-oxoisoindolin-5-yl)piperazin-1-yl)pentanoate C(C)(C)(C)OC(CCCCN1CCN(CC1)C=1C=C2CN(C(C2=CC1)=O)[C@@H]1C(NC(CC1)=O)=O)=O.OC1=CC=C(C=C1)CNC(C=C)=O